C(C)OC(=O)C1=NNC=2CCC(CC12)C1=CC=CC=C1 5-phenyl-4,5,6,7-tetrahydro-1H-indazole-3-carboxylic acid ethyl ester